O1C(=NC2=C1C=CC=C2)C2=CC=C(C1=CC=CC=C21)C=2OC1=C(N2)C=CC=C1 2-[4-(1,3-benzoxazol-2-yl)naphthalen-1-yl]-1,3-benzoxazole